1-(2-hydrazino-2-oxoethyl)pyridin tert-butyl-(3S)-3-methyl-6-(3,4,5-trifluorophenyl)-3,4-dihydro-2H-pyridine-1-carboxylate C(C)(C)(C)OC(=O)N1C[C@H](CC=C1C1=CC(=C(C(=C1)F)F)F)C.N(N)C(CN1CC=CC=C1)=O